Cl.N[C@@H](C(C)(O)C)C (3R)-3-amino-2-methylbutan-2-ol hydrochloride